(4-Methyl-5-oxo-1-phenyl-4,5-dihydro-1H-1,2,4-triazol-3-yl)nicotinate CN1C(=NN(C1=O)C1=CC=CC=C1)OC(C1=CN=CC=C1)=O